1-methyl-piperazine CN1CCNCC1